(2R,3S,4R,5R)-5-(4-amino-7H-pyrrolo[2,3-d]pyrimidin-7-yl)-2-((R)-(3,4-dichlorophenyl)(hydroxy)methyl)-3-methyltetrahydrofuran-3,4-diol bisulfate S(O)(O)(=O)=O.NC=1C2=C(N=CN1)N(C=C2)[C@H]2[C@@H]([C@@]([C@H](O2)[C@H](O)C2=CC(=C(C=C2)Cl)Cl)(O)C)O